4-(5-chloro-3-(4-chloro-1H-pyrazol-1-yl)-1-ethyl-6-oxo-1,6-dihydropyridin-2-yl)-3,5-difluorophenylacetic acid ClC1=CC(=C(N(C1=O)CC)C1=C(C=C(C=C1F)CC(=O)O)F)N1N=CC(=C1)Cl